BrC(C)C1=CC(=CC(=C1)Br)Br 1,3,5-tribromoethylbenzene